ClC=1C=C(OCCCCOCC(=O)O)C=CC1C=1N(C2=NC=NC(=C2N1)OC1(CC1)C)CC1=CC(=CC=C1)Cl 2-(4-(3-chloro-4-(9-(3-chlorobenzyl)-6-(1-methylcyclopropoxy)-9H-purin-8-yl)phenoxy)butoxy)acetic acid